2-bromo-N-(trans-4-((5-fluoro-4-(3-(2-oxopyridin-1(2H)-yl)phenyl)pyrimidin-2-yl)amino)cyclohexyl)acetamide BrCC(=O)N[C@@H]1CC[C@H](CC1)NC1=NC=C(C(=N1)C1=CC(=CC=C1)N1C(C=CC=C1)=O)F